C1(=CC=CC=C1)NC(O[C@H]1[C@H](NC[C@@H]1O)CC1=CC=C(C=C1)OC)=O (2R,3S,4S)-4-hydroxy-2-[(4-methoxyphenyl)methyl]pyrrolidin-3-yl N-phenylcarbamate